CC=1C=C(C=C(C1)C)P(C1=CC(=CC(=C1)C)C)C[C@H]1[C@@H](CC1)CP(C1=CC(=CC(=C1)C)C)C1=CC(=CC(=C1)C)C trans-1,2-bis[di(3,5-dimethylphenyl)phosphinomethyl]cyclobutane